4,6-dimethyl-N-((1s,4s)-4-((7-morpholino-[1,2,4]triazolo[1,5-c]pyrimidin-5-yl)oxy)cyclohexyl)pyrimidin-2-amine CC1=NC(=NC(=C1)C)NC1CCC(CC1)OC1=NC(=CC=2N1N=CN2)N2CCOCC2